4-Chloro-1-(4-(4-(methylsulfonyl)-5-(trifluoromethyl)-1H-pyrazol-1-yl)phenyl)pyridine-2(1H)-one ClC1=CC(N(C=C1)C1=CC=C(C=C1)N1N=CC(=C1C(F)(F)F)S(=O)(=O)C)=O